methyl (S)-4-(((5-(1-((tert-butoxycarbonyl) amino) ethyl)-2-(3-(cyclopropylmethoxy)-4-(difluoromethoxy) phenyl) oxazol-4-yl) methyl) carbamoyl)-3-fluorobenzoate C(C)(C)(C)OC(=O)N[C@@H](C)C1=C(N=C(O1)C1=CC(=C(C=C1)OC(F)F)OCC1CC1)CNC(=O)C1=C(C=C(C(=O)OC)C=C1)F